CSCCSCC1=NC(=CC=C1)CSCCSC 2,6-bis(2-methylsulfanylethylsulfanylmethyl)pyridine